(R)-Ethyl 2-(3-(5-(3-hydroxy-1-methyl-2-oxopyrrolidin-3-yl)isoxazol-3-yl)phenyl)-5-((1-methyl-1H-pyrazol-3-yl)amino)thiazole-4-carboxylate O[C@@]1(C(N(CC1)C)=O)C1=CC(=NO1)C=1C=C(C=CC1)C=1SC(=C(N1)C(=O)OCC)NC1=NN(C=C1)C